[Na]C(=O)C(C#N)CNC=O alpha-sodioformyl-beta-formamidopropionitrile